tert-butyl N-[2-[4-amino-5-methyl-2-(2-trimethylsilylethoxymethyl)pyrazol-3-yl]-4-bromo-phenyl]carbamate NC1=C(N(N=C1C)COCC[Si](C)(C)C)C1=C(C=CC(=C1)Br)NC(OC(C)(C)C)=O